N-[(E)-(4,6-dichloropyrimidin-5-yl)methyleneamino]-4-fluoro-2-methoxy-aniline ClC1=NC=NC(=C1\C=N\NC1=C(C=C(C=C1)F)OC)Cl